ClC1=C(C(=CC=C1)Cl)C=1C(C2=C(N=C(N=C2)NC2=CC=C(C=C2)N2CCOCC2)N(C1)C)=O 6-(2,6-dichlorophenyl)-8-methyl-2-{[4-(morpholin-4-yl)phenyl]amino}pyrido[2,3-d]pyrimidin-5(8H)-one